OC1=C(C(=CC(=C1O)OCC#C)C1=CC=CC=C1)C=O 3,4-dihydroxy-5-(propargyloxy)-[1,1'-biphenyl]-2-formaldehyde